rac-(3R,5R)-5-(2-aminopyrimidin-5-yl)oxolan-3-yl N-isopropylcarbamate C(C)(C)NC(O[C@H]1CO[C@H](C1)C=1C=NC(=NC1)N)=O |r|